C(C)(C)(C)OC(=O)NC1CN(CC1)C1=CC=C2N=CC(=NC2=C1)C=1C(=NN(C1)[C@@H]1C[C@H](C1)CNC(OCC1=CC=CC=C1)=O)C1CC1 benzyl ((trans-3-(4-(7-(3-((tert-butoxycarbonyl)amino)pyrrolidin-1-yl)quinoxalin-2-yl)-3-cyclopropyl-1H-pyrazol-1-yl)cyclobutyl)methyl)carbamate